2-(4-(hydroxymethyl)phenyl)ethane-1-ol OCC1=CC=C(C=C1)CCO